ONC(=O)[C@H](C(C)C)NCC=1C=C(C(=O)O)C=CC1 3-[[[(1S)-1-(hydroxycarbamoyl)-2-methyl-propyl]amino]methyl]benzoic acid